methyl(thiazol-4-yl)((4-((5-(trifluoromethyl)-1,2,4-oxadiazol-3-yl)methyl)phenyl)imino)-λ6-sulfanone CS(=O)(=NC1=CC=C(C=C1)CC1=NOC(=N1)C(F)(F)F)C=1N=CSC1